Methyl-3-(9-Methyl-2,3-dihydro-1H-pyrrolo[1,2-a]indol-1-yl)-1H-indole-6-carboxylate COC(=O)C1=CC=C2C(=CNC2=C1)C1CCN2C1=C(C=1C=CC=CC21)C